ClC1=CC=C(C=C1)C=1N=C2N(C=CC=C2)C1CN1CC2COCC(C1)N2C(=O)C2=CC(=CC=C2)OC(F)(F)F (7-{[2-(4-Chlorophenyl)imidazo[1,2-a]pyridin-3-yl]methyl}-3-oxa-7,9-diazabicyclo[3.3.1]non-9-yl)[3-(trifluoromethoxy)phenyl]methanone